7,8-diamino-2-[4-(methylamino)phenyl]chromen-4-one NC1=CC=C2C(C=C(OC2=C1N)C1=CC=C(C=C1)NC)=O